FC=1C=CC=C2C(=C(C=NC12)S(=O)(=O)N1CCC2(C[C@H](CO2)NC[C@@H](COC2=CC(=CC=C2)S(=O)(=O)C(C)C)O)CC1)O 8-fluoro-3-((R)-3-((S)-2-hydroxy-3-(3-(isopropylsulfonyl)phenoxy)propylamino)-1-oxa-8-azaspiro[4.5]decan-8-ylsulfonyl)quinolin-4-ol